2-(4-((5-fluoro-4-((4-(trifluoromethoxy)cyclohexyl)methoxy)pyrimidin-2-yl)amino)-3-methyl-1H-pyrazol-1-yl)-2-methylpropanenitrile FC=1C(=NC(=NC1)NC=1C(=NN(C1)C(C#N)(C)C)C)OCC1CCC(CC1)OC(F)(F)F